C(C)(C)(C)N1N=CC=2C1=NC(=NC2NC(=O)C=2SC(=CC2)[N+](=O)[O-])C2=CC=C(C=C2)C(F)(F)F N-(1-(tert-butyl)-6-(4-(trifluoromethyl)phenyl)-1H-pyrazolo[3,4-d]pyrimidin-4-yl)-5-nitrothiophene-2-carboxamide